C(C=C)(=O)NC1=CC=NC2=CC=C(C=C12)C1=CC=CC(=N1)C(=O)O 6-[4-(prop-2-enoylamino)-6-quinolyl]pyridine-2-carboxylic acid